methyl 6-(((tert-butoxycarbonyl) (methyl) amino) methyl)-3',6'-dihydro-[3,4'-bipyridine]-1'(2'h)-formate C(C)(C)(C)OC(=O)N(C)CC1=CC=C(C=N1)C=1CCN(CC1)C(=O)OC